N-((2s,4r)-3-acryloyl-2,4-dimethyl-1-oxa-3,8-diazaspiro[4.5]decane-8-carbonyl)-N-methyl-L-valine methyl ester COC([C@@H](N(C)C(=O)N1CCC2([C@H](N([C@@H](O2)C)C(C=C)=O)C)CC1)C(C)C)=O